[Co+2].C1(=CC=CC=C1)C=1C2=CC=C(N2)C(=C2C=CC(C(=C3C=CC(=C(C=4C=CC1N4)C4=CC=CC=C4)N3)C3=CC=CC=C3)=N2)C2=CC=CC=C2 5,10,15,20-tetraphenylporphyrine cobalt(II)